N-(4-chloro-3-{4-[4-(2-ethoxyethoxy)-2-fluorophenyl]-6-oxo-1,6-dihydropyrimidin-2-yl}benzyl)isobutyramide ClC1=C(C=C(CNC(C(C)C)=O)C=C1)C=1NC(C=C(N1)C1=C(C=C(C=C1)OCCOCC)F)=O